C[C@H]1[C@@H](NC(=O)[C@@H](NC(=O)[C@H]([C@@H](NC(=O)[C@@H](NC(=O)[C@H](NC(=O)C(=C)N(C(=O)CC[C@@H](NC1=O)C(=O)O)C)C)CCCN=C(N)N)C(=O)O)C)CCCN=C(N)N)/C=C/C(=C/[C@H](C)[C@H](CC2=CC=CC=C2)OC)/C The molecule is a microcystin consisting of D-alanyl, L-arginyl, (3S)-3-methyl-D-beta-aspartyl, L-arginyl, (2S,3S,4E,6E,8S,9S)-3-amino-4,5,6,7-tetradehydro-9-methoxy-2,6,8-trimethyl-10-phenyldecanoyl, D-gamma-glutamyl, and 2,3-didehydro-N-methylalanyl residues joined into a 25-membered macrocycle. It has a role as a xenobiotic, an environmental contaminant and a bacterial metabolite. It is an organic molecular entity and a microcystin.